2-[2-hydroxy-5-(acryloyloxypropyl)phenyl]-2H-benzotriazole OC1=C(C=C(C=C1)CCCOC(C=C)=O)N1N=C2C(=N1)C=CC=C2